4-chloro-7-{5-[4-(3-ethylheptyl)-2-fluorophenyl]thiophen-2-yl}benzo-1,2,5-thiadiazole ClC1=CC=C(C=2C1=NSN2)C=2SC(=CC2)C2=C(C=C(C=C2)CCC(CCCC)CC)F